4-(Furan-2-yl)-2-methoxy-6-(pyridin-2-yl)pyridine-3-carbonitrile O1C(=CC=C1)C1=C(C(=NC(=C1)C1=NC=CC=C1)OC)C#N